C(C1=CC=CC=C1)N1CC(CC1)(C1=CC=CC=C1)NS(=O)(=O)C1=CC=C(C=C1)OC(F)(F)F N-(1-benzyl-3-phenylpyrrolidin-3-yl)-4-(trifluoromethoxy)benzene-sulfonamide